(1r,4s)-N-((6-(2-chloro-3-(3-chloro-2-(3-methoxy-4-((((1r,4s)-4-methoxycyclohexyl)amino)methyl)phenyl)pyridin-4-yl)phenyl)-2-methoxypyridin-3-yl)methyl)-4-methoxycyclohexan-1-amine ClC1=C(C=CC=C1C1=C(C(=NC=C1)C1=CC(=C(C=C1)CNC1CCC(CC1)OC)OC)Cl)C1=CC=C(C(=N1)OC)CNC1CCC(CC1)OC